C(C(O)CO)OCCCCCCCCCCCCCCCCCC mono-stearyl glyceryl ether